CCCCCCCCCCCCC/C=C/[C@H]([C@H](CO)NC(=O)CCCCCNC1=CC=C(C2=NON=C12)[N+](=O)[O-])O The molecule is an N-acylsphingosine that is sphingosine with the amino nitrogen converted into a 6-{[N-(7-nitrobenzo-2,1,3-oxadiazol-4-yl)amino]}hexananamido group. It has a role as a fluorescent probe.